ClC1=CC=2C3=C(N=CC2C=C1)C(NC3=O)=O 8-chloro-1H-pyrrolo[3,4-c]isoquinoline-1,3(2H)-dione